BrC1=CC2=C(N=C(N=C2N[C@H](C)C2=C(C(=CC=C2)C(F)(F)F)C)C)C(=N1)C 6-bromo-2,8-dimethyl-N-{(1R)-1-[2-methyl-3-(trifluoromethyl)phenyl]ethyl}pyrido[3,4-d]pyrimidin-4-amine